di(nonylphenyl)pentaerythritol diphosphate OP(O)(=O)OP(=O)(O)O.C(CCCCCCCC)C1=C(C=CC=C1)C(O)(C(CO)(CO)CO)C1=C(C=CC=C1)CCCCCCCCC